2-((6-cyclopropylpyridin-3-yl)methoxy)-3-ethoxy-5-(4,4,5,5-tetramethyl-1,3,2-dioxaborolan-2-yl)pyridine C1(CC1)C1=CC=C(C=N1)COC1=NC=C(C=C1OCC)B1OC(C(O1)(C)C)(C)C